2-(2-(2-methoxyethyl)phenyl)-4,4,5,5-tetramethyl-1,3,2-dioxaborolane COCCC1=C(C=CC=C1)B1OC(C(O1)(C)C)(C)C